methyl-(tris(1,1-dimethyl-2-propynyl))silane C[Si](C(C#C)(C)C)(C(C#C)(C)C)C(C#C)(C)C